C1(CC1)CN1[C@H]2[C@@](CCC1)(CCC2)COC=2N=C(C1=C(N2)C(=C(N=C1)C1=CC(=CC2=CC=C(C(=C12)C#C)F)O)F)N1CCOCCC1 4-(2-{[(4aS,7aR)-1-(cyclopropylmethyl)-octahydro-1H-cyclopenta[b]pyridin-4a-yl]methoxy}-8-fluoro-4-(1,4-oxazepan-4-yl)pyrido[4,3-d]pyrimidin-7-yl)-5-ethynyl-6-fluoronaphthalen-2-ol